1,1-bis(4-hydroxyphenyl)-3,3,5-trimethyl-cyclohexane carbonate C(O)(O)=O.OC1=CC=C(C=C1)C1(CC(CC(C1)C)(C)C)C1=CC=C(C=C1)O